FC1=C(C#N)C=C(C(=C1)I)F 2,5-difluoro-4-iodobenzonitrile